C(C)(C)(C)OC(=O)N1C=C(C2=CC(=CC=C12)OC)CCO 3-(2-hydroxyethyl)-5-methoxy-1H-indole-1-carboxylic acid tert-butyl ester